2-(6-Ethoxypyridin-3-yl)-5-[({1-[2-fluoro-4-(trifluoromethoxy)phenyl]cyclopropyl}carbonyl)amino]benzoic acid C(C)OC1=CC=C(C=N1)C1=C(C(=O)O)C=C(C=C1)NC(=O)C1(CC1)C1=C(C=C(C=C1)OC(F)(F)F)F